5-((6-acetamidopyrimidin-4-yl)oxy)-N-(4-((4-methylpiperazin-1-yl)methyl)-3-(trifluoromethyl)phenyl)indoline-1-carboxamide C(C)(=O)NC1=CC(=NC=N1)OC=1C=C2CCN(C2=CC1)C(=O)NC1=CC(=C(C=C1)CN1CCN(CC1)C)C(F)(F)F